2-(3-bromo-1-(4-methoxybenzyl)-1H-1,2,4-triazol-5-yl)imidazo[1,2-a]pyrimidine BrC1=NN(C(=N1)C=1N=C2N(C=CC=N2)C1)CC1=CC=C(C=C1)OC